C(C)(=O)N(C(OC(C)(C)C)=O)C1=C(C(=C(C=C1Br)O)F)F tert-Butyl acetyl(6-bromo-2,3-difluoro-4-hydroxyphenyl)carbamate